2-(2-oxo-2-ethyl)benzonitrile O=C(C)C1=C(C#N)C=CC=C1